C(#N)C1=NC2=CC(=CC(=C2N=C1N(C1C(C2=CC=CC=C2C1)C)C)[C@@H](C)NC1=C(C(=O)O)C=CC=C1)C 2-(((1R)-1-(2-cyano-7-methyl-3-(methyl(1-methyl-2,3-dihydro-1H-inden-2-yl)amino)quinoxalin-5-yl)ethyl)amino)benzoic acid